OC(C(=O)NNC(=O)OC(C)(C)C)C1=CN=CS1 tert-butyl 2-(2-hydroxy-2-(thiazol-5-yl)acetyl)hydrazine-1-carboxylate